sodium ((4'-(2-amino-3-hydroxy-2-(hydroxymethyl)propoxy)-[1,1'-biphenyl]-3,5-diyl)bis(ethane-2,1-diyl))bis(phosphonate) NC(COC1=CC=C(C=C1)C1=CC(=CC(=C1)CCP([O-])([O-])=O)CCP([O-])([O-])=O)(CO)CO.[Na+].[Na+].[Na+].[Na+]